COC=1C=C(C=CC1)C1=CC(=CC=C1OC)[C@H](CC(=O)OCC)NC(=O)NC=1C(N(C=CC1O)C)=O ethyl (S)-3-(3',6-dimethoxybiphenyl-3-yl)-3-(3-(4-hydroxy-1-methyl-2-oxo-1,2-dihydropyridin-3-yl)ureido)propanoate